CC1=C(C=CC=C1C)CCC(=O)O 3-(2,3-dimethylphenyl)propanoic acid